N,N-Dimethyl-1-(4-((S)-pyrrolidin-3-yl)morpholin-2-yl)methanamine CN(CC1CN(CCO1)[C@@H]1CNCC1)C